2-[5-(7-methyl-2,7-diazaspiro[3.5]nonan-2-yl)[1,3]thiazolo[5,4-d][1,3]thiazol-2-yl]-5-(1H-pyrazol-4-yl)pyridin-3-ol hydrochloride Cl.CN1CCC2(CN(C2)C=2SC3=C(N2)SC(=N3)C3=NC=C(C=C3O)C=3C=NNC3)CC1